CCCCCCN n-hexane-6-amine